tert-Butyl 4-[3-amino-4-(methylsulfanyl)phenyl]piperazine-1-carboxylate NC=1C=C(C=CC1SC)N1CCN(CC1)C(=O)OC(C)(C)C